5-(2-(6-((3r,5r)-3-amino-5-fluoropiperidine-1-carbonyl)-4-methoxy-3-methylbenzo[b]thiophen-2-yl)-1-(cyclopropylmethyl)-1H-indol-6-yl)isoindolin-1-one N[C@H]1CN(C[C@@H](C1)F)C(=O)C=1C=C(C2=C(SC(=C2C)C=2N(C3=CC(=CC=C3C2)C=2C=C3CNC(C3=CC2)=O)CC2CC2)C1)OC